C(CCCCC)NC(CCCCCCC(=O)NCCC(=O)O)=O 3-(8-(hexylamino)-8-oxooctanamido)propanoic acid